C(C=C)N1C(=NC2=C1C=CC=C2)CN(CCCCN)C2CCCC=1C=CC=NC21 N1-(1-Allyl-1H-benzimidazol-2-ylmethyl)-N1-(S)-5,6,7,8-tetrahydro-quinolin-8-yl-butane-1,4-diamine